C(C1=CC=CC=C1)OC(=O)CCOCCOCCOCC(NCC(C)(C)C)=O 14,14-dimethyl-11-oxo-3,6,9-trioxa-12-azapentadecane-1-carboxylic acid benzyl ester